N-(2-(2-hydroxy-2-methylpropyl)-6-thiomorpholino-2H-indazol-5-yl)-3-nitrobenzamide OC(CN1N=C2C=C(C(=CC2=C1)NC(C1=CC(=CC=C1)[N+](=O)[O-])=O)N1CCSCC1)(C)C